2-Chloro-4-((5-(3,5-dimethyl-1-((2-(trimethylsilyl)ethoxy)methyl)-1H-pyrazol-4-yl)-2-methylphenyl)(ethyl)amino)benzonitrile ClC1=C(C#N)C=CC(=C1)N(CC)C1=C(C=CC(=C1)C=1C(=NN(C1C)COCC[Si](C)(C)C)C)C